C1NCCC2=CC=CC=C12 2,3-dihydro-1H-isoquinoline